(5-(2-methoxy-3-(1-methyl-1H-1,2,4-triazol-3-yl)phenyl)-8-(methylamino)-2,7-naphthyridin-3-yl)cyclopropanecarboxamide COC1=C(C=CC=C1C1=NN(C=N1)C)C1=C2C=C(N=CC2=C(N=C1)NC)C1(CC1)C(=O)N